The molecule is a pyrazoloquinoline that is (4aR,8aR)-4,4a,5,6,7,8,8a,9-octahydro-1H-pyrazolo[3,4-g]quinoline substituted by a propyl group at position 5. It acts as a dopamine agonist. It has a role as a dopamine agonist. CCCN1CCC[C@H]2[C@H]1CC3=C(C2)NN=C3